O=C1NC(CCC1N1C(C2=CC=C(C=C2C1)NS(=O)(=O)C1=CC=C(C=C1)F)=O)=O N-(2-(2,6-dioxopiperidin-3-yl)-1-oxoisoindolin-5-yl)-4-fluorobenzenesulfonamide